C12(C(CC(CC1)C2(C)C)C2=C(CCCC2)O)C bornyl-cyclohexenol